N-[(5-Chlorothiophen-2-yl)methyl]-3-(piperazin-2-yl)-1-(1,3-thiazol-4-carbonyl)-1H-pyrazol-5-amin ClC1=CC=C(S1)CNC1=CC(=NN1C(=O)C=1N=CSC1)C1NCCNC1